ClC1=C(C=CC(=C1)OCC=1C(=NOC1C1CC1)C1=C(C=C(C=C1Cl)F)Cl)C1(CC(C1)C=1C(=NC=C(C(=O)O)C1)OC)O 5-((1S,3S)-3-(2-chloro-4-((5-cyclopropyl-3-(2,6-dichloro-4-fluorophenyl)isoxazol-4-yl)methoxy)phenyl)-3-hydroxycyclobutyl)-6-methoxynicotinic acid